C1(CC1)C1=NC=2N(C=C1)C(=CN2)S(=O)(=O)NC=2C(=NC(=C(C2)F)OC(F)F)OC 7-cyclopropyl-N-[6-(difluoromethoxy)-5-fluoro-2-methoxy-3-pyridyl]imidazo[1,2-a]pyrimidine-3-sulfonamide